(Z)-3-(3-(4-chloro-3,5-bis(trifluoromethyl)phenyl)-1H-1,2,4-triazol-1-yl)acrylic acid ClC1=C(C=C(C=C1C(F)(F)F)C1=NN(C=N1)\C=C/C(=O)O)C(F)(F)F